2-[3-aminopropyl-(2-hydroxyethyl)amino]ethanol NCCCN(CCO)CCO